C(C)C=1C=2C3=CN=C(C(OCC4=CC(=CC=C4C4=NN(C=C4CC2ON1)C)F)=C3)N 3-ethyl-16-fluoro-10-methyl-5,20-dioxa-4,10,11,23-tetraazapentacyclo[19.3.1.02,6.08,12.013,18]pentacosa-1(24),2(6),3,8,11,13,15,17,21(25),22-decaen-22-amine